CS(=O)(=O)OCC=1N=NC=C(C1F)N1C(NC(CC1)=O)=O (5-(2,4-dioxotetrahydropyrimidin-1(2H)-yl)-4-fluoropyridazin-3-yl)methyl methanesulfonate